N-CYCLOPENTYL-2-(4-FORMYL-2-METHOXYPHENOXY)ACETAMIDE C1(CCCC1)NC(COC1=C(C=C(C=C1)C=O)OC)=O